3-(2-fluorophenyl)-6,6-dimethyl-1,5,6,7-tetrahydro-4H-pyrrolo[3,2-c]pyridin-4-one FC1=C(C=CC=C1)C1=CNC2=C1C(NC(C2)(C)C)=O